COC(=O)C=1N=C(SC1C1=CC=C(C=C1)OCC(F)(F)F)NC(=O)C1N2C=CC=C2C(CC1)=O 2-[(8-oxo-6,7-dihydro-5H-indolizine-5-carbonyl)amino]-5-[4-(2,2,2-trifluoroethoxy)phenyl]thiazole-4-carboxylic acid methyl ester